C1(CC1)C1=CC=C(C(=N1)F)C(C)N1C[C@@H](N(C[C@H]1CC)C=1C=2N(N(C(C1)=O)C)C=C(N2)CC#N)CC 2-(8-((2S,5R)-4-(1-(6-cyclopropyl-2-fluoropyridin-3-yl)ethyl)-2,5-diethylpiperazin-1-yl)-5-methyl-6-oxo-5,6-dihydroimidazo[1,2-b]pyridazin-2-yl)acetonitrile